trans-2-(2-(4-methoxyphenyl)thiazol-5-yl)cyclopropylamine COC1=CC=C(C=C1)C=1SC(=CN1)[C@H]1[C@@H](C1)N